CC1=CC=C(C[N+](C2=CC=CC=C2)(C)C)C=C1 (4-methylbenzyl)dimethylanilinium